(3S,4S)-3-(4-((2-cyanoethyl)amino)-2-fluoro-5-nitrobenzamido)-4-fluoropiperidine-1-carboxylic acid tert-butyl ester C(C)(C)(C)OC(=O)N1C[C@@H]([C@H](CC1)F)NC(C1=C(C=C(C(=C1)[N+](=O)[O-])NCCC#N)F)=O